4-(1-(2-methoxyethyl)-2-oxo-5-phenyl-1,2-dihydropyridin-4-yl)-6-methyl-2-(1-(trifluoromethyl)-1H-pyrazol-4-yl)-1,6-dihydro-7H-pyrrolo[2,3-c]pyridin-7-one COCCN1C(C=C(C(=C1)C1=CC=CC=C1)C=1C2=C(C(N(C1)C)=O)NC(=C2)C=2C=NN(C2)C(F)(F)F)=O